3-[2-[2-Chloro-4-(trifluoromethyl)phenyl]ethynyl]azetidine ClC1=C(C=CC(=C1)C(F)(F)F)C#CC1CNC1